FC1CC(C1)(C1=NC=CC=C1F)CNC1=NC=C(C=N1)C=1C=CC=C2CNC(C12)=O 7-[2-({[3-fluoro-1-(3-fluoro(2-pyridyl))cyclobutyl]methyl}amino)pyrimidin-5-yl]isoindolin-1-one